5-chloro-4-(difluoromethyl)-2-vinylpyridine ClC=1C(=CC(=NC1)C=C)C(F)F